2-chloro-6-fluoro-5-(2-methoxyethoxy)-5-(2-oxo-1-phenylethyl)-[1,1-biphenyl]-2-carbonitrile ClC1(C(=C(C(C=C1)(C(C=O)C1=CC=CC=C1)OCCOC)F)C1=CC=CC=C1)C#N